P(=O)(O)(O)O[C@H]1[C@@H](O[C@@H]([C@H]1O)CO)N1C=NC=2C(N)=NC=NC12 Phospho-Adenosin